N-(4-(trifluoromethyl)benzyl)-3-azabicyclo[3.1.0]hexane-2-carboxamide FC(C1=CC=C(CNC(=O)C2C3CC3CN2)C=C1)(F)F